2-methyl-9,10-bis(n-heptyloxy)anthracene CC1=CC2=C(C3=CC=CC=C3C(=C2C=C1)OCCCCCCC)OCCCCCCC